C(C1=CC=CC=C1)O[C@H]1C[C@H](C1)C(=O)NCC1=C(C(=C(C=C1)C(F)(F)F)C=1NC(C=C(N1)C(F)(F)F)=O)F cis-3-(benzyloxy)-N-{2-fluoro-3-[6-oxo-4-(trifluoromethyl)-1,6-dihydropyrimidin-2-yl]-4-(trifluoromethyl)benzyl}cyclobutane-1-carboxamide